4-(2-(phenethylamino)ethyl)aniline C(CC1=CC=CC=C1)NCCC1=CC=C(N)C=C1